COC1=C(C=C(C=C1)OC)S(=O)(=O)NC=1C(=C(C(=CC1)F)C=1C=C2C=NC(=NC2=CC1)NC(C(C)(C)C)=O)F N-(6-(3-(2,5-dimethoxyphenylsulfonamido)-2,6-difluorophenyl)quinazolin-2-yl)pivalamide